FC1=C(C(=O)NC2=CC(=NN2C)C(F)(F)F)C=CC=C1 2-fluoro-N-(1-methyl-3-(trifluoromethyl)-1H-pyrazol-5-yl)benzamide